C1(=CC=CC=C1)C1CC(OC1)=O 4-phenyl-tetrahydro-2-furanone